2-(2-isopropyl-4-methyl-pyrazol-3-yl)-9-[[4-[5-methoxy-3-(trifluoromethyl)pyrazol-1-yl]phenyl]methyl]-7H-purin-8-imine C(C)(C)N1N=CC(=C1C1=NC=C2NC(N(C2=N1)CC1=CC=C(C=C1)N1N=C(C=C1OC)C(F)(F)F)=N)C